tetra-fluorobenzoic anhydride FC=1C(=C(C(=C(C(=O)OC(C2=C(C(=C(C(=C2)F)F)F)F)=O)C1)F)F)F